OC1=NC=C(C=C1)C(F)(F)F 2-hydroxy-5-(trifluoromethyl)pyridine